2-(3-(4-(2-(4-methoxyphenyl)propan-2-yl)thiazol-2-yl)ureido)ethanesulfonamide COC1=CC=C(C=C1)C(C)(C)C=1N=C(SC1)NC(NCCS(=O)(=O)N)=O